COC1=C(C=CC=C1)CC(=O)NC1=CC=CC=C1 (2-methoxyphenyl)acetanilide